O=C(NCCOCCOCCOCCOCCOCCOCCOCCOCCOCCOCCOCCOCCC(=O)ON1C(CCC1=O)=O)[C@](CCCCCCCCCCC(=O)OCC1=CC=CC=C1)(C(=O)OCC1=CC=CC=C1)CCCCCCCCCCC 41,51-dibenzyl 1-(2,5-dioxopyrrolidin-1-yl) (S)-40-oxo-41-undecyl-3,6,9,12,15,18,21,24,27,30,33,36-dodecaoxa-39-azahenpentacontane-1,41,51-tricarboxylate